FC=1C=C(C=CC1C)C=1N=NN(C1)[C@@H]1[C@H]([C@@H](SC=2C(=NC=C(C2)Cl)C#N)O[C@@H]([C@@H]1O)CO)OC 5-Chloro-2-cyano-pyridin-3-yl 3-deoxy-3-[4-(3-fluoro-4-methyl-phenyl)-1H-1,2,3-triazol-1-yl]-2-O-methyl-1-thio-α-D-galactopyranoside